2-[4-(4-oxopiperidin-1-yl)-6-(4-methylpiperazin-1-yl)-pyrimidin-2-ylamino]-4-methylthiazole-5-carboxylic acid ethyl ester C(C)OC(=O)C1=C(N=C(S1)NC1=NC(=CC(=N1)N1CCC(CC1)=O)N1CCN(CC1)C)C